methyl 1-((2-amino-6-methylimidazo[1,2-a]pyrazin-8-yl)methyl)-1H-imidazole-4-carboxylate hydrochloride Cl.NC=1N=C2N(C=C(N=C2CN2C=NC(=C2)C(=O)OC)C)C1